6-hydroxy-2-(methylthio)pyrimidine-4-carboxylic acid OC1=CC(=NC(=N1)SC)C(=O)O